1-hydroxy-cyclobutane OC1CCC1